5-(4,4,5,5-tetramethyl-1,3,2-dioxaborolan-2-yl)-1-((2-(trimethylsilyl)ethoxy)methyl)-1H-benzo[d]imidazole CC1(OB(OC1(C)C)C1=CC2=C(N(C=N2)COCC[Si](C)(C)C)C=C1)C